4-[2-[2-bromo-6-(methoxymethoxy)phenyl]ethynyl]tetrahydropyran cis-tert-butyl-3-hydroxy-2-methylpyrrolidine-1-carboxylate C(C)(C)(C)OC(=O)N1[C@H]([C@H](CC1)O)C.BrC1=C(C(=CC=C1)OCOC)C#CC1CCOCC1